Benzyl (S)-((tetrahydro-2H-pyran-2-yl)methyl)glycinate O1[C@@H](CCCC1)CNCC(=O)OCC1=CC=CC=C1